N-{(R)-4-[(3R,4R,5S)-3-amino-4-hydroxy-5-methylpiperidin-1-yl]-7-hydroxy-6,7-dihydro-5H-cyclopenta[b]pyridin-3-yl}-6-(2,6-difluorophenyl)-5-fluoropyridinecarboxamide hydrobromide Br.N[C@@H]1CN(C[C@@H]([C@H]1O)C)C1=C2C(=NC=C1NC(=O)C1=NC(=C(C=C1)F)C1=C(C=CC=C1F)F)[C@@H](CC2)O